4-((5-cyanothiophen-2-yl)methyl)piperazine-1-carboxylate C(#N)C1=CC=C(S1)CN1CCN(CC1)C(=O)[O-]